C(#N)C1=NNC2=CC(=CC=C12)/C=C/C(=O)NC1=C(C=CC(=C1C)F)CCC(=O)O (E)-3-(2-(3-(3-cyano-1H-indazol-6-yl)acrylamido)-4-fluoro-3-methylphenyl)propanoic acid